FC1(CCC(CC1)C=1N=C2N(C(C1C)=O)C=C(C=C2[C@@H](C)NC2=C(C(=O)O)C=CC=C2)C)F (R)-2-((1-(2-(4,4-difluorocyclohexyl)-3,7-dimethyl-4-oxo-4H-pyrido[1,2-a]pyrimidin-9-yl)ethyl)amino)benzoic acid